2-amino-1-(2,6-dichloro-3,5-dihydroxyphenyl)-5,6-dimethyl-1H-pyrrolo[2,3-b]pyridine-3-carboxamide NC1=C(C=2C(=NC(=C(C2)C)C)N1C1=C(C(=CC(=C1Cl)O)O)Cl)C(=O)N